C1(=C(C=CC=C1)NCC(O)C=1NC(NC1)=O)C1=CC=CC=C1 4-{2-[(1,1'-biphenyl)-2-ylamino]-1-hydroxyethyl}-1,3-dihydroimidazol-2-one